ClC1=CC=C(CC2C(N(CC2)C2=CC=C(C=C2)C2=C(C=NC=C2)F)=O)C=C1 3-(4-chlorobenzyl)-1-(4-(3-fluoropyridin-4-yl)phenyl)pyrrolidin-2-one